tetrakis(dimethylamido)zirconium(IV) C[N-]C.C[N-]C.C[N-]C.C[N-]C.[Zr+4]